C(#N)C[C@@H](C1=CC=C(C=C1)S(=O)(=O)CC)NC(OCC1=CC=CC=C1)=O benzyl (S)-(2-cyano-1-(4-(ethylsulfonyl)phenyl)ethyl)carbamate